1-chloro-4-(β-D-glucopyranos-1-yl)-2-(4-tetrahydrofuran-3-yloxy-benzyl)-benzene ClC1=C(C=C(C=C1)[C@]1(O)[C@H](O)[C@@H](O)[C@H](O)[C@H](O1)CO)CC1=CC=C(C=C1)OC1COCC1